F[Sb-](F)(F)(F)(F)F.C1(=CC=CC=C1)SC1=CC=C(C=C1)[S+](C1=CC=CC=C1)C1=CC=CC=C1 4-(phenylthio)phenyldiphenyl-sulfonium hexafluoroantimonate